C(C)OC1C(N(C(N1C)=O)C1=NC=CC(=C1)C(F)(F)F)O racemic-5-ethoxy-4-hydroxy-1-methyl-3-[4-(trifluoromethyl)-2-pyridyl]imidazolidin-2-one